2-ethynyl-4-methyl-1-[2-(2-oxoimidazol-1-yl)ethyl]-1H-indole-5-carbaldehyde C(#C)C=1N(C2=CC=C(C(=C2C1)C)C=O)CCN1C(NC=C1)=O